1-methyl-N-(4-phenoxy-6-phenyl-pyrimidin-2-yl)pyrazole-3-sulfonamide CN1N=C(C=C1)S(=O)(=O)NC1=NC(=CC(=N1)OC1=CC=CC=C1)C1=CC=CC=C1